5-(cyclopentylmethyl)-2-methyl-2,4-dihydro-3H-1,2,4-triazol-3-one C1(CCCC1)CC=1NC(N(N1)C)=O